diaminopropyl-triethoxysilane NC(CC[Si](OCC)(OCC)OCC)N